6-[[2-Fluoro-4-(1-methyl-1H-pyrazol-4-yl)phenyl]methyl]-6,7-dihydro-5H-pyrrolo[3,4-b]pyridin-5-one FC1=C(C=CC(=C1)C=1C=NN(C1)C)CN1CC2=NC=CC=C2C1=O